ClC=1C=C(OCC(=O)N)C=C(C1CC1=CC(=C(C=C1)O)C1=CC(=C(C=C1)F)F)Cl 2-[3,5-dichloro-4-[[3-(3,4-difluorophenyl)-4-hydroxy-phenyl]methyl]phenoxy]acetamide